ClC=1C=CC2=C([C@@H](C[C@H](O2)C(=O)NC23CC(C2)(C3)C3=NOC(=C3)C3=CC=C(C=C3)Cl)O)C1 (2S,4R)-6-chloro-N-{3-[5-(4-chlorophenyl)-1,2-oxazol-3-yl]bicyclo[1.1.1]pentan-1-yl}-4-hydroxy-3,4-dihydro-2H-1-benzopyran-2-carboxamide